P([O-])([O-])Cl phosphorchloridite